4-(3-Chloro-5-fluorophenoxy)-1-tosyl-1,6-dihydro-7H-pyrrolo[2,3-c]pyridin-7-one ClC=1C=C(OC=2C3=C(C(NC2)=O)N(C=C3)S(=O)(=O)C3=CC=C(C)C=C3)C=C(C1)F